CC1(C2=CC=CC=C2C=2C=CC(=CC12)N(C1=CC2=C(C=C1)C1=CC=CC=C1C21CC(C2=C(C=CC(=C12)C)C)(C)C)C1=CC=2C(C3=CC=CC=C3C2C=C1)(C)C)C N,N-bis(9,9-dimethyl-9H-fluoren-2-yl)-3',3',4',7'-tetramethyl-2',3'-dihydrospiro[fluorene-9,1'-inden]-2-amine